FC=1C=CC(=C(C1)C1=NN(C=N1)C)OC 3-(5-fluoro-2-methoxyphenyl)-1-methyl-1H-1,2,4-triazole